FC1=NC(=CC=C1O)C(CN1C[C@@H]2[C@H](C1)CC(C2)OC2=CC=C(C=C2)F)O rac-2-fluoro-6-(2-((3aR,5s,6aS)-5-(4-fluorophenoxy)hexahydrocyclopenta[c]pyrrol-2(1H)-yl)-1-hydroxyethyl)pyridin-3-ol